NC[C@]1([C@@H]([C@@H](N[C@H]1CC(C)(C)C)C(=O)NC1=C(C=C(C(=O)OC)C=C1)OC)C1=C(C(=CC=C1)Cl)Cl)C1=C(C=C(C=C1)Cl)F methyl 4-((2R,3R,4S,5S)-4-(aminomethyl)-4-(4-chloro-2-fluorophenyl)-3-(2,3-dichlorophenyl)-5-neopentylpyrrolidine-2-carboxamido)-3-methoxybenzoate